N1=CC=C(C=C1)CC1CC(C1)C(=O)O 3-(pyridin-4-ylmethyl)cyclobutane-1-carboxylic acid